ClC1=NC=CC(=C1)S(=O)(=O)C 2-chloro-4-methylsulfonyl-pyridine